C(#N)C1=CC2=CC=CC=C2C=C1C#N 2,3-dicyanonaphthalene